hexacyclo[6.6.1.13,1.110,13.02,7.09,14]-4-heptadecene C123C4C(C=CCC4C(C4C5CCC(C41)C5)C2)C3